CCCCCCCCC(=O)[O-] octane-8-carboxylate